ClC1=C(N=C2N(C1=O)C=C(N=C2C2=CC=C(C=C2)Cl)[C@@H]2C[C@@H](OCC2)C=2C=NN(C2)C)C 3-chloro-9-(4-chlorophenyl)-2-methyl-7-((2R,4S)-2-(1-methyl-1H-pyrazol-4-yl)tetrahydro-2H-pyran-4-yl)-4H-pyrazino[1,2-a]pyrimidin-4-one